ClC1=NC(=CC=C1CO)C (2-chloro-6-methylpyridin-3-yl)methanol